N'-[(3S)-oxolan-3-yl]urea O1C[C@H](CC1)NC(N)=O